N-(3-methyl-1-(1-(trifluoromethyl)-1H-pyrazol-4-yl)-1H-pyrazolo[3,4-b]pyridin-5-yl)acrylamide CC1=NN(C2=NC=C(C=C21)NC(C=C)=O)C=2C=NN(C2)C(F)(F)F